FC1=CC=C(COC2=CC=C(CN3CCCCC3)C=C2)C=C1 1-(4-((4-fluorobenzyl)oxy)benzyl)piperidin